pyridin-2-yl-pyrrolin-3-ol N1=C(C=CC=C1)N1C=C(CC1)O